C(CC)S(=O)(=O)OO hydroxy propanesulfonate